C(C)(CC)C1C(NC2=C(CN1C(=O)NC1=NN(C=C1)CCO)C=CC=C2)=O 3-(sec-butyl)-N-(1-(2-hydroxyethyl)-1H-pyrazol-3-yl)-2-oxo-1,2,3,5-tetrahydro-4H-benzo[1,4]diazepine-4-carboxamide